3H-1,2,3-triazole-4-carboxylic acid N1=NNC(=C1)C(=O)O